C(C)N(CC(=O)O)C(=O)OC(C)(C)C ethyl-N-t-butoxycarbonyl-glycine